4-(5-fluoropyridin-2-yl)-N-(4-(trifluoromethyl)pyridin-2-yl)thiazol-2-amine FC=1C=CC(=NC1)C=1N=C(SC1)NC1=NC=CC(=C1)C(F)(F)F